BrC1=CC=C(C(=O)C2C(CCCC2)C(=O)NC=2C=NN(C2C#N)C)C=C1 2-(4-Bromobenzoyl)-N-(5-cyano-1-methyl-1H-pyrazol-4-yl)cyclohexanecarboxamide